N-(9-methyl-9-azabicyclo[3.3.1]nonan-3-ylidene)hydroxylamine CN1C2CC(CC1CCC2)=NO